CC1=NN(C(=C1C=1C=NN2C1C=C(C=C2)C2=CC(=C(O2)C2CCOCC2)C(=O)O)C)CC(F)(F)F 5-[3-[3,5-dimethyl-1-(2,2,2-trifluoroethyl)pyrazol-4-yl]pyrazolo[1,5-a]pyridin-5-yl]-2-tetrahydropyran-4-yl-furan-3-carboxylic acid